CS(=O)(=O)C=1N=CC2=C(N1)CCN(C2=O)CCC(=O)OC(C)(C)C tert-butyl 3-(2-methylsulfonyl-5-oxo-7,8-dihydropyrido[4,3-d]pyrimidin-6(5H)-yl)propanoate